C1(CC1)NC(C1=C(C=C(C(=C1)C=1C=NN(C1)C1=CN=C2N1C=C(C=C2)[C@H](C)O)C)F)=O N-cyclopropyl-2-fluoro-5-(1-{6-[(1S)-1-hydroxyethyl]imidazo[1,2-a]pyridin-3-yl}-1H-pyrazol-4-yl)-4-methylbenzamide